2-hydroxy-3,2-dimethylolpentanetriol OC(C(O)(O)O)(C(CC)CO)CO